NN(C(C(C1=C(C=C(C=C1C(C)C)C(CC1CCCCC1)=O)C(C)C)=S=O)=O)C1=NN(C(=C1)C(C)(C)O)C1=CC=CC=C1 amino(5-(2-hydroxypropan-2-yl)-1-phenyl-1H-pyrazol-3-yl)(oxo-sulfaneylidene)-2-(4-(2-cyclohexylacetyl)-2,6-diisopropylphenyl)acetamide